(2S)-1-(4-methylpiperazin-1-yl)propan-2-ol CN1CCN(CC1)C[C@H](C)O